NC1C(N(C2=C(C(C1)(F)F)C=C(C(=C2)C=2OC(=NN2)N2CC(CC2)(F)F)F)CC2=CC=C(C=C2)N2N=C(N=C2)C(F)(F)F)=O 3-amino-8-[5-(3,3-difluoropyrrolidin-1-yl)-1,3,4-oxadiazol-2-yl]-5,5,7-trifluoro-1-[[4-[3-(trifluoromethyl)-1,2,4-triazol-1-yl]phenyl]methyl]-3,4-dihydro-1-benzazepin-2-one